C(C)(C)(C)OC(=O)N1C(CNCC1)C1=NC=CC=C1C=CC1=C(C=CC=C1)S(=O)(=O)CC1=CC=CC=C1 3-((2-toluenesulfonyl-benzylidene)methyl)pyridin-2-ylpiperazine-1-carboxylic acid tert-butyl ester